Methyl 2-(7-cyano-5-cyclopropylbenzo[b]thiophen-2-yl)-4-methylthiazole-5-carboxylate C(#N)C1=CC(=CC2=C1SC(=C2)C=2SC(=C(N2)C)C(=O)OC)C2CC2